(6-{6-[(4-cyano-2-fluorobenzyl)oxy]-3-fluoropyridin-2-yl}-6-azaspiro[2.5]oct-1-yl)-1-[(2S)-oxetan-2-ylmethyl]-1H-benzimidazole-6-carboxylic acid methyl ester COC(=O)C=1C=CC2=C(N(C(=N2)C2CC23CCN(CC3)C3=NC(=CC=C3F)OCC3=C(C=C(C=C3)C#N)F)C[C@H]3OCC3)C1